N1C=CC2=CC=C(C=C12)C(=O)N1CC2(CC(C2)OC=2C(=NC=CC2)C(F)(F)F)CCC1 6-(1H-indole-6-carbonyl)-2-{[2-(trifluoromethyl)pyridin-3-yl]oxy}-6-azaspiro[3.5]nonane